N-[(1S)-5-[2-(2-aminopyridin-3-yl)-5-phenylimidazo[4,5-b]pyridin-3-yl]-2,3-dihydro-1H-inden-1-yl]-4-cyclopropaneamido-3-formylbenzamide NC1=NC=CC=C1C1=NC=2C(=NC(=CC2)C2=CC=CC=C2)N1C=1C=C2CC[C@@H](C2=CC1)NC(C1=CC(=C(C=C1)NC(=O)C1CC1)C=O)=O